CN(CCCNC(=O)C1=CC2=C(N(C(=N2)NC=2SC3=C(N2)C=CC(=C3)C(F)(F)F)C)C=C1)C 1-Methyl-2-(6-trifluoromethyl-benzothiazol-2-ylamino)-1H-benzoimidazole-5-carboxylic acid (3-dimethylamino-propyl)-amide